octanedioic acid glutarate succinate C(CCC(=O)O)(=O)O.C(CCCC(=O)O)(=O)O.C(CCCCCCC(=O)O)(=O)O